N1(N=CC=C1)C[C@H](C)C=1N(C=2C(=C3CC[C@@H](N(C3=CC2)C(=O)OC)C)N1)[C@H]1CS(CCC1)(=O)=O methyl (S)-2-((S)-1-(1H-pyrazol-1-yl)propan-2-yl)-3-((R)-1,1-dioxidotetrahydro-2H-thiopyran-3-yl)-7-methyl-3,7,8,9-tetrahydro-6H-imidazo[4,5-f]quinoline-6-carboxylate